BrC1=NC2=CC=CC(=C2C(N1)=O)F bromo-5-fluoroquinazolin-4(3H)-one